N1N=C(N=C1)C=CC(=O)N 1,2,4-triazoleacrylamide